1-(4-(Piperazin-1-yl)phenyl)dihydropyrimidine-2,4(1H,3H)-dione TFA salt OC(=O)C(F)(F)F.N1(CCNCC1)C1=CC=C(C=C1)N1C(NC(CC1)=O)=O